(1R,4R)-N1-(4-(5-(cyclopropyl-methyl)-1-isopropyl-1H-pyrazol-4-yl)pyrimidin-2-yl)cyclohexane-1,4-diamine C1(CC1)CC1=C(C=NN1C(C)C)C1=NC(=NC=C1)NC1CCC(CC1)N